C(C)(C)(C)OC(N[C@H]1C2N(CC1CC2)C(=O)C=2C=C(C1=C(SC(=C1C)C=1N(C3=CC(=CC=C3C1)C=1C=C3C(NCC3=CC1)=O)CC1CC1)C2)OC)=O tert-Butyl-((7R)-2-(2-(1-(cyclopropylmethyl)-6-(3-oxoisoindolin-5-yl)-1H-indol-2-yl)-4-methoxy-3-methylbenzo[b]thiophene-6-carbonyl)-2-azabicyclo[2.2.1]heptan-7-yl)carbamate